(tert-butyl)-N'-(3,7-dimethyloct-6-en-1-ylidene)benzohydrazide C(C)(C)(C)C1=C(C(=O)NN=CCC(CCC=C(C)C)C)C=CC=C1